1-methyl-3-(6-(((3aR,5s,6aS)-2-((tetrahydro-2H-pyran-4-yl)methyl)octahydrocyclopenta[c]pyrrol-5-yl)amino)pyridazin-3-yl)-5-(trifluoromethyl)pyridin-2(1H)-one CN1C(C(=CC(=C1)C(F)(F)F)C=1N=NC(=CC1)NC1C[C@@H]2[C@@H](CN(C2)CC2CCOCC2)C1)=O